N-benzyl-N-methyl-4-((4-oxoquinazolin-3(4H)-yl)methyl)benzamide C(C1=CC=CC=C1)N(C(C1=CC=C(C=C1)CN1C=NC2=CC=CC=C2C1=O)=O)C